C(CCC)(=O)N(CCCNC(CCC)=O)CCCCN(CCCNC(CCC)=O)C(CCC)=O N-[3-[butanoyl-[4-[butanoyl-[3-(butanoylamino)propyl]amino]butyl]amino]propyl]butanamide